ethyl 2-methyl-2-nitro-3-(1-tosyl-1H-indol-7-yl)propanoate CC(C(=O)OCC)(CC=1C=CC=C2C=CN(C12)S(=O)(=O)C1=CC=C(C)C=C1)[N+](=O)[O-]